N-((4-aminothieno[3,2-c]pyridin-2-yl)methyl)-4-chloro-5-methylthiophene-2-carboxamide NC1=NC=CC2=C1C=C(S2)CNC(=O)C=2SC(=C(C2)Cl)C